(7-azabenzotriazol-1-yloxy)-tripyrrolidinophosphonium hexafluorophosphate F[P-](F)(F)(F)(F)F.N1(N=NC2=C1N=CC=C2)O[P+](N2CCCC2)(N2CCCC2)N2CCCC2